O1COC2=C1C=CC(=C2)CNC2=CC=C(C(=N2)N2CCCC2)NC(CC2=CC(=CC(=C2)F)F)=O N-{6-[(Benzo[1,3]dioxol-5-ylmethyl)-amino]-2-pyrrolidin-1-yl-pyridin-3-yl}-2-(3,5-difluoro-phenyl)-acetamide